FC=1C(=NC=C(C1)N1N=C2N(C1=O)C(CC2)C2=CC=CC=C2)OC2=C(N=C(S2)C(=O)OC)C Methyl 5-((3-fluoro-5-(3-oxo-5-phenyl-6,7-dihydro-3H-pyrrolo[2,1-c][1,2,4]triazol-2(5H)-yl) pyridin-2-yl) oxy)-4-methylthiazole-2-carboxylate